N-octadecyl-acrylamide C(CCCCCCCCCCCCCCCCC)NC(C=C)=O